FC(C=1C=C(C=C(C1)C(F)(F)F)C1=NN(C=N1)/C=C(/C(=O)OC(C)C)\C=1C(=NOC1C)C)(F)F isopropyl (E)-3-(3-(3,5-bis(trifluoromethyl)phenyl)-1H-1,2,4-triazol-1-yl)-2-(3,5-dimethylisoxazol-4-yl)acrylate